3,3-bis(2,2,3,3,4,4,5,5,5-nonafluoropentoxymethyl)oxetane sodium [Na].FC(COCC1(COC1)COCC(C(C(C(F)(F)F)(F)F)(F)F)(F)F)(C(C(C(F)(F)F)(F)F)(F)F)F